[N+](=O)([O-])C=1C(=C2C(=NC1)N(C=C2)S(=O)(=O)C2=CC=CC=C2)NC2(CC(CC2)=O)C(=O)OCC Ethyl 1-((5-nitro-1-(benzenesulfonyl)-1H-pyrrolo[2,3-b]pyridin-4-yl) amino)-3-oxocyclopentane-1-carboxylate